3-(5-methylisoxazol-3-yl)-6-((6-(oxetan-3-yl)-5,6,7,8-tetrahydro-1,6-naphthyridin-2-yl)methoxy)-[1,2,4]triazolo[4,3-b]pyridazine-7-carbonitrile CC1=CC(=NO1)C1=NN=C2N1N=C(C(=C2)C#N)OCC2=NC=1CCN(CC1C=C2)C2COC2